6,9-Epoxy-2H,6H-pyrimido[2,1-b][1,3]oxazocin-2-one N=1C(C=CN2C1OC=C1C=CC2O1)=O